P(=O)(OCCCl)(OCCCl)OCCCl tris(Beta-chloroethyl) phosphate